COCCCCCCCCCCCCCCCCCCCC n-eicosyl methyl ether